14-hydroxydocosahexaenoic acid CCCCCCCCC(/C=C/C=C/C=C/C=C/C=C/C=C/C(=O)O)O